CC(C=O)C(CC)C 2,3-dimethylvaleraldehyde